5-[1-(phenyl)ethoxymethyl]-2',3',5'-tris-O-(tert-butyldimethylsilyl)uridine C1(=CC=CC=C1)C(C)OCC=1C(NC(N([C@H]2[C@H](O[Si](C)(C)C(C)(C)C)[C@H](O[Si](C)(C)C(C)(C)C)[C@@H](CO[Si](C)(C)C(C)(C)C)O2)C1)=O)=O